C(#N)C1=C(C=CC(=C1)F)[C@H]([C@@H](C)C=1N(C(C(=C(N1)C(=O)NC=1C=NOC1)O)=O)C)C=1C(=NN(C1)CC)C 2-((1S,2R)-1-(2-cyano-4-fluorophenyl)-1-(1-ethyl-3-methyl-1H-pyrazol-4-yl)propan-2-yl)-5-hydroxy-N-(isoxazol-4-yl)-1-methyl-6-oxo-1,6-dihydropyrimidine-4-carboxamide